CCC\C=C/CCCCCCCC (Z)-4-Tridecene